C(CC)C(C(=O)O)CCCC(=O)O 2-propyl-adipic acid